COC1=CC=C(C=N1)COC1=NSC(C1)NC(NCCCCN1CCCC1)=O 3-[(6-methoxypyridin-3-yl)methoxy]-5-({[4-(pyrrolidin-1-yl)butyl]carbamoyl}amino)-4,5-dihydro-1,2-thiazole